C1(CC1)C1=NN(C=C1C1=NC=C(C2=C1C=NN2C(C)C)F)[C@@H]2C[C@H](C2)CNC=2C=C1C(N(C(C1=CC2)=O)C2C(NC(CC2)=O)=O)=O 5-(((Trans-3-(3-Cyclopropyl-4-(7-fluoro-1-isopropyl-1H-pyrazolo[4,3-c]pyridin-4-yl)-1H-pyrazol-1-yl)cyclobutyl)methyl)amino)-2-(2,6-dioxopiperidin-3-yl)isoindoline-1,3-dione